C(C)(=O)N[C@@H](CCO)C(=O)O N-Acetyl-L-Homoserine